N-{bicyclo[1.1.1]pentan-1-yl}-7-chloro-1H-pyrrolo[2,3-c]pyridine-2-carboxamide C12(CC(C1)C2)NC(=O)C2=CC=1C(=C(N=CC1)Cl)N2